CC=1C=C(N)C=CC1OC1=CC=2N(C=C1)N=CC2 3-methyl-4-(pyrazolo[1,5-a]pyridin-5-yloxy)aniline